tert-butyl (2R,6R)-4-(3-((tert-butoxycarbonyl) amino)-2-chloro-5-cyanophenyl)-2,6-dimethylpiperazine-1-carboxylate C(C)(C)(C)OC(=O)NC=1C(=C(C=C(C1)C#N)N1C[C@H](N([C@@H](C1)C)C(=O)OC(C)(C)C)C)Cl